ClC1=C(C=C2C(=C(N(C2=C1F)C)C=1NC(=NN1)CCO)N1C=NC=C1)OC 2-(5-(6-chloro-7-fluoro-3-(1H-imidazol-1-yl)-5-methoxy-1-methyl-1H-indol-2-yl)-4H-1,2,4-triazol-3-yl)ethan-1-ol